6-({[(1R,2R)-2-Hydroxycyclopentyl]amino}methyl)-4-(trifluoromethyl)-2,3-dihydroisoindol-1-one O[C@H]1[C@@H](CCC1)NCC1=CC(=C2CNC(C2=C1)=O)C(F)(F)F